CC1=C(C=C(OC[C@H]2N(CC2)C(=O)OC(C)(C)C)C=C1)C(NC1(CC1)C1=C2C=CC(=NC2=CC(=C1)OS(=O)(=O)C(F)(F)F)C)=O tert-Butyl (S)-2-((4-methyl-3-((1-(2-methyl-7-(((trifluoromethyl)sulfonyl)oxy)quinolin-5-yl)cyclopropyl) carbamoyl)phenoxy)methyl)azetidine-1-carboxylate